1-fluoro-2-iodo-3-methylbenzene FC1=C(C(=CC=C1)C)I